FC(OC1=NC(=CC=C1NC(N(C1=C(C=CC=C1)C(C)C)C1CCC(CC1)C(=O)O)=O)OC)F 4-(3-(2-(difluoromethoxy)-6-methoxypyridin-3-yl)-1-(2-isopropylphenyl)ureido)cyclohexane-1-carboxylic acid